3-(6-(4-cyclopropyl-6-methoxypyrimidin-5-yl)-1-(4-(1-isopropyl-4-(trifluoromethyl)-1H-imidazol-2-yl)benzyl)-1H-pyrazolo[3,4-d]pyrimidin-3-yl)isoxazole C1(CC1)C1=NC=NC(=C1C1=NC=C2C(=N1)N(N=C2C2=NOC=C2)CC2=CC=C(C=C2)C=2N(C=C(N2)C(F)(F)F)C(C)C)OC